(R)-2-(3-(5-(3-hydroxy-1-methyl-2-oxopyrrolidin-3-yl)isoxazol-3-yl)phenyl)-6-(trifluoromethyl)pyrimidine-4-carboxylic acid O[C@@]1(C(N(CC1)C)=O)C1=CC(=NO1)C=1C=C(C=CC1)C1=NC(=CC(=N1)C(=O)O)C(F)(F)F